bis(triethoxysilyl)-1,1'-biphenyl C(C)O[Si](OCC)(OCC)C1=CC=C(C=C1)C1=CC=C(C=C1)[Si](OCC)(OCC)OCC